1-palmitoyl-2-myristoyl-sn-glycero-3-phosphorylcholine C(CCCCCCCCCCCCCCC)(=O)OC[C@@H](OC(CCCCCCCCCCCCC)=O)COP(=O)(O)OCC[N+](C)(C)C